NCCCN(CCCCN(CCCN)CCCN)CCCN 1,4-Bis[bis(3-aminopropyl)amino]butane